3-(7-fluoro-1-(pyridazin-3-ylmethyl)-benzimidazol-2-yl)-4-methyl-1,2,5-thiadiazole FC1=CC=CC2=C1N(C(=N2)C2=NSN=C2C)CC=2N=NC=CC2